FC1=C(N=NN1C)C(=O)O 5-fluoro-1-methyl-1H-1,2,3-triazole-4-carboxylic acid